octa-fluorobutene FC(C(C(=C(F)F)F)(F)F)(F)F